8'-fluoro-1',1'-dioxido-2,3,5,6-tetrahydrospiro[pyran-4,4'-pyrido[2,3-b][1,4,5]oxathiazepin] FC1=CC2=C(OC3(C=NS2(=O)=O)CCOCC3)N=C1